C1(=CC=C(C=C1)CN1C=CC2=C(C=CC(=C12)C(=O)NC1CC2(CC(C2)C(=O)O)C1)F)C1=CC=CC=C1 (racemic)-6-(1-([1,1'-biphenyl]-4-ylmethyl)-4-fluoro-1H-indole-7-carboxamido)spiro[3.3]heptane-2-carboxylic acid